FC1=CC2=C(N(C(=N2)N2C[C@H]3[C@@H](OCCN3)CC2)[C@@H](C)C2=CC=C(C=N2)C#N)C(=C1)F 6-((1S)-1-(5,7-Difluoro-2-((4aS,8aS)-hexahydro-2H-pyrido[4,3-b][1,4]oxazin-6(5H)-yl)-1H-benzimidazol-1-yl)ethyl)-3-pyridincarbonitril